C1(CC1)C#CC(C(C)(F)F)(O)C1=C(C=C(C=C1)C=O)NC(OC(C)(C)C)=O tert-butyl (2-(1-cyclopropyl-4,4-difluoro-3-hydroxypent-1-yn-3-yl)-5-formylphenyl)carbamate